9,9',9'',9'''-(4-(4,6-diphenyl-1,3,5-triazin-2-yl)-6-(1-phenyl-1H-benzo[d]imidazol-2-yl)benzene-1,2,3,5-tetrayl)tetrakis(3-methyl-9H-carbazole) C1(=CC=CC=C1)C1=NC(=NC(=N1)C1=CC=CC=C1)C1=C(C(=C(C(=C1N1C2=CC=CC=C2C=2C=C(C=CC12)C)C1=NC2=C(N1C1=CC=CC=C1)C=CC=C2)N2C1=CC=CC=C1C=1C=C(C=CC21)C)N2C1=CC=CC=C1C=1C=C(C=CC21)C)N2C1=CC=CC=C1C=1C=C(C=CC21)C